Dimethyl-ethane-1,2-diamine CC(C(N)C)N